[C@H]12CN(C[C@H](CC1)N2)C2=NC(=NC1=C(C(=CC=C21)C=2C=C(C=C1CCC(C21)CC)O)F)OC[C@]21CCCN1C[C@@H](C2)F 7-(4-((1R,5S)-3,8-diazabicyclo[3.2.1]octan-3-yl)-8-fluoro-2-(((2R,7aS)-2-fluorotetrahydro-1H-pyrrolizin-7a(5H)-yl)methoxy)quinazolin-7-yl)-1-ethyl-2,3-dihydro-1H-inden-5-ol